(S,E)-3-amino-7-chloro-6-(3-((1-(4-(dimethylamino)but-2-enoyl)azetidin-3-yl)oxy)propyl)-1-methyl-3,4,5,6-tetrahydrobenzo[b][1,4]diazocin-2(1H)-one N[C@H]1CCN(C2=C(N(C1=O)C)C=CC=C2Cl)CCCOC2CN(C2)C(\C=C\CN(C)C)=O